CC1(C(N(C(N1)=O)C1=CC(=C(C=C1)[N+](=O)[O-])C(F)(F)F)=O)C 5,5-dimethyl-3-(4-nitro-3-(trifluoromethyl)phenyl)imidazolidine-2,4-dione